ClC1=C(C=C(C=C1)NC(=O)NC1=CC(=C(C=C1)F)C(=O)C=1C=C2N=C(C=NC2=CC1)N1CCOCC1)C(F)(F)F 1-(4-chloro-3-(trifluoromethyl)phenyl)-3-(4-fluoro-3-(3-morpholinoquinoxaline-6-carbonyl)phenyl)urea